CC1=C(C=NC=C1)N 4-methyl-pyridin-3-amine